tert-butyl (S)-3-((6-fluoroquinolin-3-yl)(methyl)amino)pyrrolidine-1-carboxylate FC=1C=C2C=C(C=NC2=CC1)N([C@@H]1CN(CC1)C(=O)OC(C)(C)C)C